4-[[(2S)-2-[4-[5-chloro-2-[4-(trifluoromethyl)triazol-1-yl]phenyl]-5-methoxy-2-oxopyridin-1-yl]butanoyl]amino]-2-fluorobenzamide ClC=1C=CC(=C(C1)C1=CC(N(C=C1OC)[C@H](C(=O)NC1=CC(=C(C(=O)N)C=C1)F)CC)=O)N1N=NC(=C1)C(F)(F)F